ethyl 5-(4-(4,5-dichloroindolin-1-yl)-4-oxobutyl)isoxazole-3-carboxylate ClC1=C2CCN(C2=CC=C1Cl)C(CCCC1=CC(=NO1)C(=O)OCC)=O